1-hexadecyl-imidazole bis(trifluoromethanesulfonyl)imide salt [N-](S(=O)(=O)C(F)(F)F)S(=O)(=O)C(F)(F)F.C(CCCCCCCCCCCCCCC)N1C=NC=C1